CC(=CC=O)C 3-methylbut-2-en-1-al